FC(C(=O)NC1=CC(=NC=C1)C1=CC=C2C=NC=NC2=C1)=C 2-fluoro-N-[2-(quinazolin-7-yl)pyridin-4-yl]prop-2-enamide